(E)-N'-(2,6-dimethoxybenzylidene)-6-(4-methoxyphenyl)pyrazine-2-carbohydrazide COC1=C(\C=N\NC(=O)C2=NC(=CN=C2)C2=CC=C(C=C2)OC)C(=CC=C1)OC